ClC=1C=C(C=C2C(=CC(N(C12)C)=O)NC(C)C=1N(N=CN1)C1=NC=CC=N1)C(F)(F)F 8-chloro-1-methyl-4-[1-(2-pyrimidin-2-yl-1,2,4-triazol-3-yl)ethylamino]-6-(trifluoromethyl)quinolin-2-one